C(C)(C)N1C(=NN=C1)O[C@H]1C[C@H](CC1)C1=CC(=NN1)NC=1C=2N(C=CN1)N=C(C2)COC N-(5-((1S,3R)-3-((4-isopropyl-4H-1,2,4-triazol-3-yl)oxy)cyclopentyl)-1H-pyrazol-3-yl)-2-(methoxymethyl)pyrazolo[1,5-a]pyrazin-4-amine